2,2-dimethyl-3-oxo-6-phenoxy-indene-5-carboxylic acid methyl ester COC(=O)C=1C=C2C(C(CC2=CC1OC1=CC=CC=C1)(C)C)=O